2-methyl-2-(1-methylimidazol-4-yl)propionitrile CC(C#N)(C)C=1N=CN(C1)C